dimethyl-acridinium CC1=C(C2=CC3=CC=CC=C3[NH+]=C2C=C1)C